S(=O)(=O)(C)C1=C(C=C(OC)C=C1)NCC#CC1=CC(=C2C=CN(C2=C1)CC(F)(F)F)NC1CCN(CC1)C 6-[3-(4-mesyl-3-anisidino)-1-propynyl]-4-(1-methyl-4-piperidylamino)-1-(2,2,2-trifluoroethyl)indole